ClC=1C=CC(=C(C1)NC(=O)NC1CN(C(C1)=O)C1=CC=C(C=C1)C#N)C 1-(5-chloro-2-methylphenyl)-3-[1-(4-cyanophenyl)-5-oxopyrrolidin-3-yl]urea